COC(C1=C(C=C(C(=C1)O)I)F)=O 2-Fluoro-5-hydroxy-4-iodobenzoic acid methyl ester